4,4-dimethyl-7-nitro-1,2,3,4-tetrahydroisoquinoline CC1(CNCC2=CC(=CC=C12)[N+](=O)[O-])C